C(C=C)OC(CCCCCCCCCCNC([C@H](CCC(=O)N(CCN)CCN)N)=O)=O.C1(=CC=CC=C1)[C@H]1[C@@H](CNC1)C(=O)NC1=CC(=CC=C1)C=1C=NC=CC1 |&1:38,39| (±)-trans-4-phenyl-N-[3-(pyrid-3-yl)phenyl]Pyrrolidine-3-carboxamide allyl-(S)-11-(2-amino-5-(bis(2-aminoethyl)amino)-5-oxopentanamido)undecanoate